N=1C=NN2C1C=CC(=C2)C2=CC(=NN2C2=NC(=CC=C2)C)CC(=O)NC2=CC(=C(C=C2)F)F 5-([1,2,4]triazolo[1,5-a]pyridin-6-yl)-N-(3,4-difluorophenyl)-1-(6-methylpyridin-2-yl)-1H-pyrazole-3-carboxyamide